1-trimethoxysilyl-2-(diethylamino)(trimethoxysilylpropylamino)methylsilyl-ethylene CO[Si](C(=CN(CC)CC)[SiH2]CNCCC[Si](OC)(OC)OC)(OC)OC